7'-(4-hydroxybicyclo[2.2.1]heptan-1-yl)-2'-(methylsulfonyl)spiro[cyclopropane-1,5'-pyrrolo[2,3-d]pyrimidin]-6'(7'H)-one OC12CCC(CC1)(C2)N2C(C1(C3=C2N=C(N=C3)S(=O)(=O)C)CC1)=O